F[Si](CC(C)C)(F)F Trifluoro(2-methylpropyl)silane